CC(C)(C)C1=CC(=CC=C1O)C 6-(1,1-dimethyl-ethyl)-4-methylphenol